FC1=C(C=CC=C1[N+](=O)[O-])C1=C(N=C(O1)C)CN(C(OC(C)(C)C)=O)C tert-butyl ((5-(2-fluoro-3-nitrophenyl)-2-methyloxazol-4-yl)methyl)(methyl)carbamate